3-((5-mercapto-1,3,4-oxadiazol-2-yl)methyl)benzo[d][1,2,3]triazin-4(3H)-one SC1=NN=C(O1)CN1N=NC2=C(C1=O)C=CC=C2